benzyl (S)-7-((4-(4-cyclopropylphenoxy)butanoyl)glycyl)-1,4-dioxa-7-azaspiro[4.4]nonane-8-carboxylate C1(CC1)C1=CC=C(OCCCC(=O)NCC(=O)N2CC3(OCCO3)C[C@H]2C(=O)OCC2=CC=CC=C2)C=C1